C(C)(C)(C)[S@@](=O)NC1C2=CC=CC=C2CC12CCNCC2 1-(((R)-tert-butylsulfinyl)amino)-1,3-dihydrospiro[indene-2,4'-piperidine]